5-(2-isopropoxyethoxymethyl)-2-phenyl-1H-indol-7-amine C(C)(C)OCCOCC=1C=C2C=C(NC2=C(C1)N)C1=CC=CC=C1